C=C1N=C2C=CC=CC2=C1N 2-methylene-3-aminoindole